FC1=C(C=CC(=C1)F)CN(C(=O)NCC=1C=C2C(=CNC2=CC1)C)C1CCN(CC1)C 1-[(2,4-difluorophenyl)methyl]-3-[(3-methyl-1H-indol-5-yl)methyl]-1-(1-methylpiperidin-4-yl)urea